Tert-butyl 5-(7-chloro-8-fluoro-2-(((S)-1-methylpyrrolidin-2-yl)methoxy)pyrido[4,3-d]pyrimidin-4-yl)-2,5-diazabicyclo[2.2.2]octane-2-carboxylate ClC1=C(C=2N=C(N=C(C2C=N1)N1C2CN(C(C1)CC2)C(=O)OC(C)(C)C)OC[C@H]2N(CCC2)C)F